[Fe].C(=O)(O)C=1C=C(C=C(C1)C(=O)O)C=1C2=CC=C(N2)C(=C2C=CC(C(=C3C=CC(=C(C=4C=CC1N4)C4=CC=CC=C4)N3)C3=CC(=CC(=C3)C(=O)O)C(=O)O)=N2)C2=CC=CC=C2 5,15-bis(3,5-dicarboxyphenyl)-10,20-diphenylporphyrin iron